tricetyl-methyl-ammonium C(CCCCCCCCCCCCCCC)[N+](C)(CCCCCCCCCCCCCCCC)CCCCCCCCCCCCCCCC